4-(1-methyl-1H-pyrazol-4-yl)-6-(morpholine-4-carbonyl)quinoline-2-carbaldehyde CN1N=CC(=C1)C1=CC(=NC2=CC=C(C=C12)C(=O)N1CCOCC1)C=O